2-cyano-2-(4-(methylsulfonyl)-2-nitrophenyl)acetic acid methyl ester COC(C(C1=C(C=C(C=C1)S(=O)(=O)C)[N+](=O)[O-])C#N)=O